butyl 5,6-difluoro-2-[({6-methoxy-5-[2-(morpholin-4-yl)ethoxy]-1,3-benzothiazol-2-yl}methyl)carbamoyl]-2,3-dihydro-1H-indene-2-carboxylate FC=1C=C2CC(CC2=CC1F)(C(=O)OCCCC)C(NCC=1SC2=C(N1)C=C(C(=C2)OC)OCCN2CCOCC2)=O